C(C)(C)(C)[S@](=O)N=C(C)C1=CC(=C(C(=O)NC)C=C1)F (S)-4-(1-((tert-butylsulfinyl)imino)ethyl)-2-fluoro-N-methylbenzamide